C(C(=C)C)(=O)[O-].CN(C)CC[NH2+]CC1=CC=CC=C1 2-(N,N-dimethylamino)ethylbenzylammonium methacrylate